C1(CC1)CN1[C@H]2[C@@]3(CCC([C@H]4[C@@]3(C=3C(=C(C=CC3C2)O)O4)CC1)=O)S(=O)(=O)F 17-(cyclopropylmethyl)-4,5α-epoxy-3-hydroxy-14-fluorosulfonyl-morphinan-6-one